C1(=CC=CC=C1)C1=CC=C(C=C1)C1=CC=CC=C1 p-phenylbiphenyl